(3Z)-N-(3-chlorophenyl)-3-{[3,5-dimethyl-4-(3-morpholin-4-ylpropyl)-1H-pyrrol-2-yl]methylene}-N-Methyl-2-oxoindoline-5-sulfonamide ClC=1C=C(C=CC1)N(S(=O)(=O)C=1C=C2/C(/C(NC2=CC1)=O)=C/C=1NC(=C(C1C)CCCN1CCOCC1)C)C